2-Acryloyloxyethyltrimethoxysilan C(C=C)(=O)OCC[Si](OC)(OC)OC